ClC1=CC(=C(C=C1)C1=CC=C(C=N1)[C@H](CN)F)OC1=CC(=NC(=C1)N1CCOCC1)C (2R)-2-[6-[4-chloro-2-(2-methyl-6-morpholin-4-ylpyridin-4-yl)oxyphenyl]pyridin-3-yl]-2-fluoroethanamine